COC=1C(=NC(=NC1C1=CC(=CC=C1)C1=NN(C=C1)C)N1CCOCC1)NCC=1N=NC=CC1 5-methoxy-6-(3-(1-methyl-1H-pyrazol-3-yl)phenyl)-2-morpholino-N-(pyridazin-3-ylmethyl)pyrimidin-4-amine